ClC=1C=CC2=C([C@@H](C[C@@H](O2)C(=O)NC23CC(C2)(C3)N3N=CC(=C3)N(CCOC(F)(F)F)C)O)C1 (2R,4R)-6-chloro-4-hydroxy-N-[3-(4-{methyl[2-(trifluoromethoxy)ethyl]amino}-1H-pyrazol-1-yl)bicyclo[1.1.1]pentan-1-yl]-3,4-dihydro-2H-1-benzopyran-2-carboxamide